C(C)(=O)OC1[C@H](NC(C)=O)[C@@H](OC(C)=O)[C@@H](O)[C@H](O1)CO 1,3-di-O-acetyl-N-acetyl-D-galactosamine